C(C)(C)(C)OC(=O)N[C@H]1CC[C@@H](C[C@@H]2N(C1=O)[C@@H](CC2)C(=O)O)CCC (3S,6S,9S,10aR)-6-((tert-butoxycarbonyl)amino)-5-oxo-9-propyldecahydropyrrolo[1,2-a]azocine-3-carboxylic acid